CN[C@@H](C)C(=O)N[C@H](C(=O)N1[C@@H](CCC1)C(=O)N)C1CCCCC1 N-methyl-L-alanyl-(2S)-2-cyclohexylglycyl-L-prolinamide